1-(tert-butoxycarbonyl)azetidin-3-yl 4-(3,4-dichloro-5-fluoro-1H-indole-2-carbonyl)piperazine-1-carboxylate ClC1=C(NC2=CC=C(C(=C12)Cl)F)C(=O)N1CCN(CC1)C(=O)OC1CN(C1)C(=O)OC(C)(C)C